(3-fluoropyrazolo[1,5-a]pyridin-4-yl)methanol FC=1C=NN2C1C(=CC=C2)CO